3-(4-methylpyridin-3-yl)acrolein CC1=C(C=NC=C1)C=CC=O